(S)-(7-(4-fluorobenzyl)-2-methyl-2,3-dihydro-1H-pyrido[2,3-b][1,4]oxazin-6-yl)(3-hydroxyazetidin-1-yl)methanone FC1=CC=C(CC2=CC3=C(OC[C@@H](N3)C)N=C2C(=O)N2CC(C2)O)C=C1